(S)-2-((tert-butoxycarbonyl)amino)-3-(6-phenylpyridine-3-yl)propanoic acid C(C)(C)(C)OC(=O)N[C@H](C(=O)O)CC=1C=NC(=CC1)C1=CC=CC=C1